ethyl 2-((2-((3-fluoro-4-methoxyphenyl)amino)-2-oxoethyl)thio)-1H-imidazole-4-carboxylate FC=1C=C(C=CC1OC)NC(CSC=1NC=C(N1)C(=O)OCC)=O